N-((6S,7S)-5-((S)-2-cyclopropyl-2-hydroxypropanoyl)-6-((2-fluoro-[1,1'-biphenyl]-3-yl)methyl)-5-azaspiro[2.4]heptan-7-yl)-1-fluoromethanesulfonamide C1(CC1)[C@](C(=O)N1CC2(CC2)[C@@H]([C@@H]1CC=1C(=C(C=CC1)C1=CC=CC=C1)F)NS(=O)(=O)CF)(C)O